(3R,4S)-3-cyclopropyl-4-methyl-2-oxo-1-[6-(1-pyridin-3-ylpyrazol-4-yl)pyrrolo[1,2-b]pyridazin-4-yl]pyrrolidine-3-carbonitrile C1(CC1)[C@]1(C(N(C[C@H]1C)C=1C=2N(N=CC1)C=C(C2)C=2C=NN(C2)C=2C=NC=CC2)=O)C#N